((1s,3s)-3-hydroxy-3-methylcyclobutyl)(7-(1-methyl-1H-indazol-5-yl)-2-azaspiro[3.5]non-2-yl)methanone OC1(CC(C1)C(=O)N1CC2(C1)CCC(CC2)C=2C=C1C=NN(C1=CC2)C)C